FCN1CC(=CCC1)C1=NSN=C1OCCCCCC 3-(1-(fluoromethyl)-1,2,5,6-tetrahydropyridin-3-yl)-4-(hexyloxy)-1,2,5-thiadiazole